1-benzyl-5-(trifluoromethyl)triazole-4-carboxylic acid C(C1=CC=CC=C1)N1N=NC(=C1C(F)(F)F)C(=O)O